(rac)-cis-2-ethyl-2-(6-((2-(hydroxymethyl)cyclopropyl)methoxy)-5-(3-methoxyazetidin-1-yl)picolinamido)butanoic acid ethyl ester C(C)OC(C(CC)(NC(C1=NC(=C(C=C1)N1CC(C1)OC)OC[C@H]1[C@H](C1)CO)=O)CC)=O |r|